C(C1=CC=CC=C1)OCCCCCCCC=O 8-(Benzyloxy)octanal